[N+](=O)([O-])C1=CC=C(C=C1)NNC(CCC(=O)O)=O 4-[2-(4-nitrophenyl)hydrazino]-4-oxobutanoic acid